C[Hf](C1(C=CC=C1)CCC)(C1(C=CC=C1)CCC)C dimethyl-bis(n-propylcyclopentadienyl)hafnium (IV)